(Z)-2-(2-((2-(2-cyano-3-(thiazol-2-yl)acryloyl)-1-methyl-1,2,3,4-tetrahydroisoquinolin-7-yl)oxy)ethoxy)acetic acid C(#N)/C(/C(=O)N1C(C2=CC(=CC=C2CC1)OCCOCC(=O)O)C)=C/C=1SC=CN1